ClC1=CC(=C(COC=2C=C(C=CC2F)C=2CCN(CC2)CC2=NC3=C(C=NC(=C3)C(OC)=N)N2C[C@H]2OCC2)C=C1)F methyl (S)-2-((4-(3-((4-chloro-2-fluorobenzyl) oxy)-4-fluorophenyl)-3,6-dihydropyridin-1(2H)-yl) methyl)-3-(oxetan-2-ylmethyl)-3H-imidazo[4,5-c]pyridine-6-carbimidate